(3-chloropropyl)-3-(4-(hydroxymethyl)phenyl)urea ClCCCNC(=O)NC1=CC=C(C=C1)CO